NCC(CNC1=C2C(N(C(C2=CC=C1)=O)C1C(NC(CC1)=O)=O)=O)(C)C 4-((3-amino-2,2-dimethylpropyl)amino)-2-(2,6-dioxopiperidin-3-yl)isoindoline-1,3-dione